BrC1=NC(=C(C=C1CC1(CCC1)N)OCC1CC1)Cl 1-((2-bromo-6-chloro-5-(cyclopropylmethoxy)pyridin-3-yl)methyl)cyclobutan-1-amine